(S)-4-chloro-N-(1-(4-fluorophenyl)ethyl)phthalazine-1-amine ClC1=NN=C(C2=CC=CC=C12)N[C@@H](C)C1=CC=C(C=C1)F